(S)-2-Hydroxypropyl-1,1-d2-4-methylbenzenesulfonate O[C@H](C([2H])([2H])OS(=O)(=O)C1=CC=C(C=C1)C)C